N-[(6-Amino-2-pyridyl)sulfonyl]-6-[3-(hydroxymethyl)phenyl]-2-(2,4,6-trimethylphenoxy)pyridin-3-carboxamid NC1=CC=CC(=N1)S(=O)(=O)NC(=O)C=1C(=NC(=CC1)C1=CC(=CC=C1)CO)OC1=C(C=C(C=C1C)C)C